1,2,3,4,5,6,7,8-octahydro-8,8-dimethyl-2-naphthalenealdehyde CC1(CCCC=2CCC(CC12)C=O)C